FC1=CC=C(C=N1)C(CC=C)O 1-(6-fluoropyridin-3-yl)but-3-en-1-ol